FC(C=1C(=C(C=NC1C)NCC=1C=C2N=CC=NC2=CC1)N1CCNCC1)F 5-(difluoromethyl)-6-methyl-4-(piperazin-1-yl)-N-(quinoxalin-6-ylmethyl)pyridin-3-amine